S(SC[C@H]([C@@H]([C@H](CCC1=C(C=C(C=C1)Cl)Cl)O)O)O)C[C@H]([C@@H]([C@H](CCC1=C(C=C(C=C1)Cl)Cl)O)O)O (2S,2'S,3R,3'R,4S,4'S)-1,1'-disulfanediylbis(6-(2,4-dichlorophenyl)hexane-2,3,4-triol)